BrC1=CC=C(C=C1)OCCC(C)C 1-bromo-4-(isopentyloxy)benzene